(2R,4S)-4-hydroxy-1-[(2S)-2-[4-[1-[4-(hydroxymethyl)phenoxy]propyl]triazol-1-yl]-3,3-dimethyl-butyryl]-N-methyl-pyrrolidine-2-carboxamide O[C@H]1C[C@@H](N(C1)C([C@H](C(C)(C)C)N1N=NC(=C1)C(CC)OC1=CC=C(C=C1)CO)=O)C(=O)NC